C1(CCCCC1)C1=CC=2C=CC=3OC4=C(C3C2C=C1)C1=CC=C(C=C1C=C4)C4CCCCC4 3,11-dicyclohexyldinaphtho[2,1-b:1',2'-d]furan